C(C)OC(CNC(=O)C1=C(C2(N3C(=CC=C3C1=O)C1=CC=C(C=C1)F)CCCC2)O)=O (3'-(4-Fluorophenyl)-6'-hydroxy-8'-oxo-8'H-spiro[cyclopentane-1,5'-indolizine]-7'-carbonyl)glycine Ethyl ester